lithio 2-methyl-2-[2-[(1s,4s)-4-([3-[(tert-butoxycarbonyl) amino]piperidin-2-yl]methoxy)cyclohexyl]phenoxy]propanoate CC(C(=O)O[Li])(C)OC1=C(C=CC=C1)C1CCC(CC1)OCC1NCCCC1NC(=O)OC(C)(C)C